(4-(5-(3-fluoro-4-hydroxyphenyl)imidazo[2,1-b][1,3,4]thiadiazol-2-yl)phenyl)(morpholino)methanone FC=1C=C(C=CC1O)C1=CN=C2SC(=NN21)C2=CC=C(C=C2)C(=O)N2CCOCC2